3-mercaptoisobutyrylglycine SCC(C(=O)NCC(=O)O)C